CO[C@@H]1CC[C@H](CC1)NC1=C(C=CC=C1)N1C(N(C(CC1C(=O)N)=O)C)=O ((((trans)-4-methoxycyclohexyl)amino)phenyl)-1-methyl-2,6-dioxohexahydropyrimidine-4-carboxamide